FC=C1[N-]C(=C(N1)C#N)C#N 2-fluoromethylene-4,5-dicyanoimidazolide